5-(tert-butyl)-N-(((1R,5S,8r)-3-(6-(1-methyl-1H-pyrazol-4-yl)pyrazolo[1,5-a]pyrazin-4-yl)-3-azabicyclo[3.2.1]octan-8-yl)methyl)-1,2,4-oxadiazole-3-carboxamide C(C)(C)(C)C1=NC(=NO1)C(=O)NCC1[C@@H]2CN(C[C@H]1CC2)C=2C=1N(C=C(N2)C=2C=NN(C2)C)N=CC1